NC1(CCN(CC1)C1=NC(=C2C(=N1)NN=C2C2=C(C(=CC=C2)Cl)Cl)C(=O)N)C2=CC=CC=C2 6-(4-Amino-4-phenylpiperidin-1-yl)-3-(2,3-dichlorophenyl)-1H-pyrazolo[3,4-d]pyrimidine-4-carboxamide